ClC=1C(=C(C(=CC1)N1N=NN=C1)C1=CC(N2C(CCC2C1)C=1NC(=CN1)C1=C(C(=[N+](C=C1)[O-])CO)F)=O)F 4-(2-(7-(3-chloro-2-fluoro-6-(1H-tetrazol-1-yl)phenyl)-5-oxo-1,2,3,5,8,8a-hexahydroindolizin-3-yl)-1H-imidazol-5-yl)-3-fluoro-2-(hydroxymethyl)pyridine 1-oxide